NC1=C2C=CC=C(C2=CC=C1)OC1=NC=CC=C1C1=NC(=NC=C1)NC1CCC(CC1)NC(OC(C)(C)C)=O tert-butyl (1s,4s)-4-(4-(2-(5-aminonaphthalen-1-yloxy)pyridin-3-yl)pyrimidin-2-ylamino)cyclohexylcarbamate